FC1(CN(C1)C(=O)OC(C)(C)C)CO tert-Butyl 3-fluoro-3-(hydroxymethyl)azetidine-1-carboxylate